IC=1C=C2CCC(OC2=CC1)C(=O)OC methyl 6-iodochromane-2-carboxylate